6-(4-ethoxyphenyl)-N-((2-fluoro-5-methoxybenzyl)oxy)pyrazine-2-carboxamide C(C)OC1=CC=C(C=C1)C1=CN=CC(=N1)C(=O)NOCC1=C(C=CC(=C1)OC)F